NCC1=C(C=CC=C1)NC1=NC(=NC=C1C(=O)N)NC1=C(C=C2CCN(CC2=C1)C)OC 4-{[2-(aminomethyl)phenyl]amino}-2-[(6-methoxy-2-methyl-1,2,3,4-tetrahydroisoquinolin-7-yl)amino]pyrimidine-5-carboxamide